5-(3-fluorobicyclo(1.1.1)pentan-1-yl)-1,3,4-thiadiazol-2-amine FC12CC(C1)(C2)C2=NN=C(S2)N